BrC1=CC(=C(C=C1)CCCCCCCC)OC(F)(F)F 4-Bromo-1-octyl-2-(trifluoromethoxy)benzene